BrC1=CC=C2C(=NN(C2=C1)CC1=CC=C(C=C1)OC)C=O 6-bromo-1-[(4-methoxyphenyl)methyl]indazole-3-carbaldehyde